acetic acid [1-[[4-(azetidin-3-yl) phenyl] methyl]-4-methyl-4-piperidinyl] ester N1CC(C1)C1=CC=C(C=C1)CN1CCC(CC1)(C)OC(C)=O